NC1=CC(NC=C1)=O 4-Aminopyridin-2(1H)-one